(S)-4-((dimethylamino)methyl)-N'-(4-fluoro-2,6-diisopropylphenylcarbamoyl)benzenesulfonimidamide CN(C)CC1=CC=C(C=C1)[S@](=O)(N)=NC(NC1=C(C=C(C=C1C(C)C)F)C(C)C)=O